ClC1=C(C=CC=C1)C1=CC=CC2=C1NC(=NS2(=O)=O)NCCF 5-(2-chlorophenyl)-3-((2-fluoroethyl)amino)-4H-benzo[e][1,2,4]thiadiazine 1,1-dioxide